3-(2-Acetaminoquinolin-6-yl)-4-methyl-N-(4-((4-methylpiperazin-1-yl)methyl)-3-(trifluoromethyl)phenyl)benzamide N(C(=O)C)C1=NC2=CC=C(C=C2C=C1)C=1C=C(C(=O)NC2=CC(=C(C=C2)CN2CCN(CC2)C)C(F)(F)F)C=CC1C